FC=1C=CC(=NC1)N1CCN(C2=CC=CC=C12)C(=O)N[C@H]1CN(CC1)C(=O)OC(C)(C)C tert-butyl (R)-3-(4-(5-fluoropyridin-2-yl)-1,2,3,4-tetrahydroquinoxaline-1-carboxamido)pyrrolidine-1-carboxylate